C(C)NC1=CC=C(C(=N1)F)C1=C(C=NN1C1COC1)C(=O)N[C@@H]1C(NC2=C(C(=N1)C1=CC=CC=C1)C=CC=C2F)=O 5-[6-(Ethylamino)-2-fluoropyridin-3-yl]-N-[(3S)-9-fluoro-2-oxo-5-phenyl-1,3-dihydro-1,4-benzodiazepin-3-yl]-1-(oxetan-3-yl)pyrazole-4-carboxamide